2,4-bis(trifluoromethyl)benzaldehyde FC(C1=C(C=O)C=CC(=C1)C(F)(F)F)(F)F